5-[[2-[(2R,5S)-2-(5-carbamoyl-2-thienyl)-5-methyl-1-piperidyl]-2-oxo-acetyl]amino]pyridine-3-carboxamide C(N)(=O)C1=CC=C(S1)[C@@H]1N(C[C@H](CC1)C)C(C(=O)NC=1C=C(C=NC1)C(=O)N)=O